IC1=C(OCSCC2=CNC(O2)=S)C=CC=C1 5-[(2-iodophenoxymethylthio)methyl]oxazole-2(3H)-thione